5-chloro-N-(3-chloro-5-cyclopropylphenyl)-2-(N-methylethanesulfonamido)pyridine-4-carboxamide ClC=1C(=CC(=NC1)N(S(=O)(=O)CC)C)C(=O)NC1=CC(=CC(=C1)C1CC1)Cl